C12(CC3CC(CC(C1)C3)C2)NC(COC2=CC=C(C(=O)C3=C(N=C(S3)N(C3=CC=C(C=C3)F)C(C(=O)N)C)N)C=C2)=O 2-(N-[5-[4-[2-(1-adamantylamino)-2-oxo-ethoxy]benzoyl]-4-amino-thiazol-2-yl]-4-fluoro-anilino)propanamide